N,N'-bis-(alpha-hydroxypropyl)-2-methylpiperazine OC(CC)N1C(CN(CC1)C(CC)O)C